(S)-1-(1-(6-chloro-5-(cyclopropylmethoxy)-2-iodopyridin-3-yl)-3,3-dimethylbut-2-yl)-4-oxo-1,4-dihydropyridine-3-carboxylic acid ethyl ester C(C)OC(=O)C1=CN(C=CC1=O)[C@@H](CC=1C(=NC(=C(C1)OCC1CC1)Cl)I)C(C)(C)C